3-(4-fluorophenoxy)-2-(4-fluorophenyl)-7-(2-methoxyethyl)-8,8-dimethyl-5,6,7,8-tetrahydroimidazo[1,2-a]pyrazine FC1=CC=C(OC2=C(N=C3N2CCN(C3(C)C)CCOC)C3=CC=C(C=C3)F)C=C1